COC=1N=C2C(=CC=NC2=CC1OC)OC1=CC=C(C=C1)NC(=O)C=1C(N(C=CC1C)C(C)C)=O N-[4-[(6,7-dimethoxy-1,5-naphthyridin-4-yl)oxy]phenyl]-4-methyl-2-oxo-1-propan-2-ylpyridine-3-carboxamide